(pyrrolidin-3-yl)-7,8-dihydro-6H-pyrrolo[2,3-g]quinazolin-4-amine N1CC(CC1)C1=NC2=CC3=C(C=C2C(=N1)N)NCC3